F[C@]1([C@@H](O[C@@]([C@H]1O)(CO)F)N1C(=O)N=C(N)C=C1)C 2'-Desoxy-2',4'-difluoro-2'-methylcytidin